BrC1=NN=C(S1)CN1C2(CCC2)C(N(C1=O)CC)=O 5-((5-bromo-1,3,4-thiadiazol-2-yl)methyl)-7-ethyl-5,7-diazaspiro[3.4]octane-6,8-dione